4-iodo-5-(4-methylpiperazin-1-yl)-2-nitroaniline IC1=CC(=C(N)C=C1N1CCN(CC1)C)[N+](=O)[O-]